1-(5-bromo-6-fluoro-1H-indol-3-yl)-3-((tert-butyldiphenylsilyl)oxy)-2,2-dimethylpropane-1-one BrC=1C=C2C(=CNC2=CC1F)C(C(CO[Si](C1=CC=CC=C1)(C1=CC=CC=C1)C(C)(C)C)(C)C)=O